3,6-bis(9,9-dimethylacridin-10(9H)-yl)-9H-carbazole CC1(C2=CC=CC=C2N(C=2C=CC=CC12)C=1C=CC=2NC3=CC=C(C=C3C2C1)N1C=2C=CC=CC2C(C2=CC=CC=C12)(C)C)C